C1=NCCN2C1=CC=1C=CC=CC21 4H-pyrazino[1,2-a]indole